N-(2-(benzo[d]thiazol-2-yl)-5-chlorophenyl)-4-(butylamino)-2,3,5,6-tetrafluorobenzamide S1C(=NC2=C1C=CC=C2)C2=C(C=C(C=C2)Cl)NC(C2=C(C(=C(C(=C2F)F)NCCCC)F)F)=O